tert-butyl (1R,4S)-3-oxo-2-azabicyclo[2.2.1]hept-5-ene-2-carboxylate O=C1N([C@H]2C=C[C@@H]1C2)C(=O)OC(C)(C)C